6,7-Dimethoxy-3-(4-methoxy-phenyl)-quinoline COC=1C=C2C=C(C=NC2=CC1OC)C1=CC=C(C=C1)OC